1-(6-(4-benzylpiperazin-1-yl)-1-methyl-1H-indol-4-yl)dihydropyrimidine-2,4(1H,3H)-dione C(C1=CC=CC=C1)N1CCN(CC1)C1=CC(=C2C=CN(C2=C1)C)N1C(NC(CC1)=O)=O